COC(=O)C=1OC(=CC1)Br Methyl-5-bromofuran-2-carboxylat